C1(=C(C(=C(C(=C1[2H])[2H])[2H])[2H])[2H])C1(C(C(=C(C(=C1[2H])[2H])[2H])[2H])N)N 1-(phenyl-2,3,4,5,6-d5)-1,2-phenylene-3,4,5,6-d4-diamine